5-Cyclopropyl-3-[[1-(2,2-difluoroethyl)-5-methyl-pyrazol-4-yl]amino]-6-(3-methylimidazo[4,5-c]pyridin-7-yl)pyrazine-2-carboxamide C1(CC1)C=1N=C(C(=NC1C=1C2=C(C=NC1)N(C=N2)C)C(=O)N)NC=2C=NN(C2C)CC(F)F